FC1=C(C#N)C=C(C=C1)N1C2=C(C(=C1)C(F)(F)F)C(C(C2)F)O 2-fluoro-5-(5-fluoro-4-hydroxy-3-(trifluoromethyl)-5,6-dihydro-cyclopenta[b]pyrrol-1(4H)-yl)benzonitrile